C(C)OP(OCC)(=O)CC=1N=NC(=C(C1SC)C)C (5,6-dimethyl-4-(methylthio)pyridazin-3-yl)methylphosphonic acid diethyl ester